5-(Cyclopropylethynyl)-6-methylpyridin-3-amine C1(CC1)C#CC=1C=C(C=NC1C)N